OC=1C=C(C=CC1)C=1C=C(C(=O)N2CCN(CC2)C2=CC=C(C(=O)NS(=O)(=O)CCC(F)(F)F)C=C2)C=C(C1)C(F)(F)F 4-[4-[3-(3-Hydroxyphenyl)-5-(trifluoromethyl)benzoyl]piperazin-1-yl]-N-(3,3,3-trifluoropropylsulfonyl)benzamide